1-N-allyl-2,3-dimethyl-imidazole ethyl-(((6-hydroxy-5'-methyl-4-pentyl-2'-(prop-1-en-2-yl)-1',2',3',4'-tetrahydro-[1,1'-biphenyl]-2-yl)oxy)(methyl)phosphoryl)-L-alaninate C(C)N([C@@H](C)C(=O)O)P(=O)(C)OC1=C(C(=CC(=C1)CCCCC)O)C1C(CCC(=C1)C)C(=C)C.C(C=C)N1C(N(C=C1)C)C